C1(CC1)S(=O)(=O)NC=1SC=C(N1)C(C(=O)NC1=CC=C(C=C1)C=1C=NC=NC1)(C)C 2-(2-(cyclopropanesulfonylamino)thiazol-4-yl)-2-methyl-N-(4-(pyrimidin-5-yl)phenyl)propanamide